2-((R)-3-((6-(2-(ethoxymethoxy)-4,6-dimethylphenyl)-1,2,4-triazin-3-yl)amino)piperidin-1-yl)-N-((S)-1-hydroxypropan-2-yl)acetamide C(C)OCOC1=C(C(=CC(=C1)C)C)C1=CN=C(N=N1)N[C@H]1CN(CCC1)CC(=O)N[C@H](CO)C